C(C)(C)(C)OC(=O)N1[C@H](C[C@H](CC1)O)C (2s,4s)-4-hydroxy-2-methylpiperidine-1-carboxylic acid tert-butyl ester